N1N=CC=C1C=1C=C2C(=CC=NC2=CC1)C(=O)O 6-(1H-pyrazol-5-yl)quinoline-4-carboxylic acid